5-((3-cyclopropylpyrazin-2-yl)methyl)-7-((1r,4r)-4-(2-fluoro-6-methylphenyl)cyclohexyl)-3-methylpyrido[2,3-b]pyrazin-6(5H)-one C1(CC1)C=1C(=NC=CN1)CN1C(C(=CC=2C1=NC(=CN2)C)C2CCC(CC2)C2=C(C=CC=C2C)F)=O